2-(2-((5-(1-aminoisoquinolin-7-yl)-1'-(methoxycarbonyl)-2,3-dihydrospiro[indene-1,4'-piperidin]-3-yl)oxy)phenyl)acetic acid NC1=NC=CC2=CC=C(C=C12)C=1C=C2C(CC3(CCN(CC3)C(=O)OC)C2=CC1)OC1=C(C=CC=C1)CC(=O)O